(S)-3-(2-(pyrrolidin-2-yl)benzo[d]oxazol-5-yl)benzonitrile TFA salt OC(=O)C(F)(F)F.N1[C@@H](CCC1)C=1OC2=C(N1)C=C(C=C2)C=2C=C(C#N)C=CC2